N-(1-(2,4-difluorobenzyl)indolin-5-yl)cyclohexanesulfonamide FC1=C(CN2CCC3=CC(=CC=C23)NS(=O)(=O)C2CCCCC2)C=CC(=C1)F